6-Bromo-7-(2,2-dimethoxy-ethyl)-5-(3-fluoro-4-((6-methylpyridin-2-yl)oxy)phenyl)-7H-Pyrrolo[2,3-d]pyrimidin-4-amine BrC1=C(C2=C(N=CN=C2N)N1CC(OC)OC)C1=CC(=C(C=C1)OC1=NC(=CC=C1)C)F